4-(4-((1R,5S)-3,8-diazabicyclo[3.2.1]octan-3-yl)-8-fluoro-2-(octahydro-2H-pyrrolo[3,4-c]pyridin-2-yl)quinazolin-7-yl)naphthalen-2-ol [C@H]12CN(C[C@H](CC1)N2)C2=NC(=NC1=C(C(=CC=C21)C2=CC(=CC1=CC=CC=C21)O)F)N2CC1CNCCC1C2